2-((R)-1-((S)-2,2-dimethyl-1,3-dioxan-4-yl)ethyl)isoindoline-1,3-dione CC1(OCC[C@H](O1)[C@@H](C)N1C(C2=CC=CC=C2C1=O)=O)C